FC1=CC=C(C=C1)N1N=CC2=CC(=C(C=C12)C)C12CN(CC2C1C=1OC2=C(N1)C=CC=C2)S(=O)(=O)C2=NN(N=C2)C 2-(1-(1-(4-fluorophenyl)-6-methyl-1H-indazol-5-yl)-3-((2-methyl-2H-1,2,3-triazol-4-yl)sulfonyl)-3-azabicyclo[3.1.0]hexane-6-yl)benzo[d]oxazole